benzyl (R)-(2-amino-1-(4-(ethylsulfonyl)phenyl)ethyl)carbamate NC[C@@H](C1=CC=C(C=C1)S(=O)(=O)CC)NC(OCC1=CC=CC=C1)=O